((3-chlorobenzyl)amino)-6-(3,5-dimethylisoxazol-4-yl)-N-((5-fluoropyridin-3-yl)methyl)quinazoline-2-carboxylic acid ClC=1C=C(CNC2=NC(N(C3=CC=C(C=C23)C=2C(=NOC2C)C)CC=2C=NC=C(C2)F)C(=O)O)C=CC1